CC[C@H](C)[C@@H](C(=O)O)NC(=O)C N-Acetyl-L-Isoleucine